tert-butyl 5-(((6-methylpyridin-3-yl)methyl) ((1-(phenylsulfonyl)-1H-indol-3-yl)methyl)amino)pentylcarbamate CC1=CC=C(C=N1)CN(CCCCCNC(OC(C)(C)C)=O)CC1=CN(C2=CC=CC=C12)S(=O)(=O)C1=CC=CC=C1